NC1=CC(=NC(=C1)NC=1C=C(C=CC1)C)C(=O)NC1CC2=CC=CC=C2C1 4-Amino-N-(2,3-dihydro-1H-inden-2-yl)-6-(m-tolylamino)picolinamide